FC([C@H]1N(C(OC1)=C=O)C=1N=C2N(CCOC3=C2C=C(C(=C3)N[C@H](C(=O)N)C)OC)C1)F (S)-2-((2-((S)-4-(difluoromethyl)-2-carbonyloxazolidin-3-yl)-10-methoxy-5,6-dihydrobenzo[f]imidazo[1,2-d][1,4]oxazepin-9-yl)amino)propanamide